(3S,6R)-3-(3,4-dichlorophenyl)-6-methylpiperazin-2-one Methyl-2-[[(2R)-2-(tert-butoxycarbonylamino)propyl]amino]-2-(3,4-dichlorophenyl)acetate COC(C(C1=CC(=C(C=C1)Cl)Cl)NC[C@@H](C)NC(=O)OC(C)(C)C)=O.ClC=1C=C(C=CC1Cl)[C@H]1C(N[C@@H](CN1)C)=O